C(CCC)C(C(=O)N)C n-butyl-propionamide